[Mg+2].C(CCCCCC(C)C)[NH2+]C isononylmethyl-ammonium magnesium